N1=C(C=CC=C1)C1=CSC2=C1N=C(N=C2O)C2=NC=NC=C2 7-(Pyridin-2-yl)-2-(pyrimidin-4-yl)thieno[3,2-d]pyrimidin-4-ol